6-(cyclopropyl-difluoromethyl)-N-methylpyridazin-3-amine C1(CC1)C(C1=CC=C(N=N1)NC)(F)F